Cl.N1(CCC1)C1CNC1 1,3'-biazetidine hydrochloride